4-(3-fluorooxetan-3-yl)-6-methoxy-1,5-naphthyridin FC1(COC1)C1=CC=NC2=CC=C(N=C12)OC